F[C@@](C=1C=C(C=CC1)N1C(C2=CC(=CC(=C2C1)C(F)(F)F)CNC1(CCC1)C)=O)(C1=CC=CC=C1)C1=NN=CN1C (R)-2-(3-(fluoro(4-methyl-4H-1,2,4-triazol-3-yl)(phenyl)methyl)phenyl)-6-(((1-methylcyclobutyl)amino)methyl)-4-(trifluoromethyl)isoindolin-1-one